C(C1=CC=CC=C1)OC(\C=C(\C)/N)=O (Z)-3-aminobut-2-enoic acid benzyl ester